5,7-di-tert-butyl-3-phenyl-2H-1,3-benzoxazole C(C)(C)(C)C=1C=C(C2=C(N(CO2)C2=CC=CC=C2)C1)C(C)(C)C